(5S)-5-[(3,3-Difluoropyrrolidin-1-yl)carbonyl]-2-{[6-(trifluoromethyl)pyridin-3-yl]methyl}-5,6,7,8-tetrahydro[1,2,4]triazolo[4,3-a]pyridin-3(2H)-one FC1(CN(CC1)C(=O)[C@@H]1CCCC=2N1C(N(N2)CC=2C=NC(=CC2)C(F)(F)F)=O)F